FC(C(=O)NCCC(CCC)O)(C(C(C(C(C(F)(F)F)(F)F)(F)F)(F)F)(F)F)F 2,2,3,3,4,4,5,5,6,6,7,7,7-tridecafluoro-N-(3-hydroxyhexyl)heptanamide